(3-ethynyl-phenyl)-amine C(#C)C=1C=C(C=CC1)N